(Z)-1-(5-(cis-2,2-dimethyl-3-(4-(trifluoromethyl)phenyl)cyclobutoxy)-1H-indol-3-yl)ethan-1-one oxime CC1([C@H](C[C@H]1C1=CC=C(C=C1)C(F)(F)F)OC=1C=C2C(=CNC2=CC1)\C(\C)=N/O)C